ClC=1C=C2C(=NC(=NC2=C(C1C=1C=CC=C2C=CC(=NC12)N)F)OC[C@H]1N(CCC1)C)N1CCNCC(C1)(F)F 8-(6-chloro-4-(6,6-difluoro-1,4-diazepan-1-yl)-8-fluoro-2-(((S)-1-methylpyrrolidin-2-yl)methoxy)quinazolin-7-yl)quinolin-2-amine